2,5-Dimethyl-6,8-dihydro-1,3,7,8b-tetraaza-as-indacene-7-carboxylic acid tertbutyl ester Sodium cyanoborohydride C(#N)[BH3-].[Na+].C(C)(C)(C)OC(=O)N1CC=2C(=CC3=NC(=NN3C2C1)C)C